O=C(C(=O)O)CC(C)C 2-oxo-4-methylpentanoic acid